6-vinyl-2H-chromene-3-carboxylic acid C(=C)C=1C=C2C=C(COC2=CC1)C(=O)O